ClC1=C(C=CC=C1)C1=C(N=CN1CC1=CC2=C(N(C=N2)C2CC2)C=C1)C1CC1 5-[[5-(2-chlorophenyl)-4-cyclopropyl-imidazol-1-yl]methyl]-1-cyclopropyl-benzimidazole